S1C(=NC2=C1C=CC=C2)NC2=C(C=C(N=N2)N(CCN2CCOCC2)C=2SC=C(N2)C(=O)O)C ({6-[(1,3-benzothiazol-2-yl)amino]-5-methylpyridazin-3-yl}[2-(morpholin-4-yl)ethyl]amino)-1,3-thiazole-4-carboxylic acid